C(C)[C@@H]1CN(S(C2=C(O1)C=CC=N2)(=O)=O)CC=2C=C(C=CC2C)[C@H](C(C(=O)O)(C)C)OCC=2N=NN(C2)CC (R)-3-(3-(((R)-4-ethyl-1,1-dioxido-3,4-dihydro-2H-pyrido[3,2-b][1,4,5]oxathiazepin-2-yl)methyl)-4-methylphenyl)-3-((1-ethyl-1H-1,2,3-triazol-4-yl)methoxy)-2,2-dimethylpropanoic acid